(8-(4-amino-7-methyl-5-(4-(pyrimidin-2-yloxy)phenyl)-7H-pyrrolo[2,3-D]pyrimidin-6-yl)-2-azaspiro[4.5]dec-7-en-2-yl)prop-2-en-1-one NC=1C2=C(N=CN1)N(C(=C2C2=CC=C(C=C2)OC2=NC=CC=N2)C2=CCC1(CCN(C1)C(C=C)=O)CC2)C